O=C1OC2=CC(=CC=C2C(=C1)C1=C(C=CC=C1)C)NCC(=O)N1C[C@H](CCC1)C(=O)OCC ethyl (S)-1-((2-oxo-4-(o-tolyl)-2H-chromen-7-yl)glycyl)piperidine-3-carboxylate